C(C)(C)(C)OC(=O)N1CCN(CC1)C=1C2=C(N=C(N1)OC[C@H]1N(CCC1)C)CN(CC2)C2=CC=CC1=CC=CC(=C21)C (S)-4-(7-(8-methylnaphthalen-1-yl)-2-((1-methylpyrrolidin-2-yl)methoxy)-5,6,7,8-tetrahydropyrido[3,4-d]pyrimidin-4-yl)piperazine-1-carboxylic acid tert-butyl ester